N-[2-[(3S)-3-amino-1-piperidyl]ethyl]-6-[5-(6-methyl-2-pyridyl)-1H-imidazol-4-yl]quinolin-3-amine N[C@@H]1CN(CCC1)CCNC=1C=NC2=CC=C(C=C2C1)C=1N=CNC1C1=NC(=CC=C1)C